C1=CC(=CC=C1C2=NC3=C(N2)C=C(C=C3S(=O)(=O)[O-])S(=O)(=O)O)C4=NC5=C(N4)C=C(C=C5S(=O)(=O)[O-])S(=O)(=O)O.[Na+].[Na+] disodium phenyldibenzimidazoleTetrasulfonate